N[C@@H](C1(CC1)O)C1=CC=C(C=C1)F (R)-1-(amino(4-fluorophenyl)methyl)cyclopropanol